3-amino-9-(2,5-dicarboxyphenyl)-6-iminoxanthene-4,5-disulfonate NC=1C=CC=2C(=C3C=CC(C(=C3OC2C1S(=O)(=O)[O-])S(=O)(=O)[O-])=N)C1=C(C=CC(=C1)C(=O)O)C(=O)O